BrC=1C=CC(=NC1)OC(C(C)(F)F)C 5-bromo-2-(2,2-difluoro-1-methyl-propoxy)pyridine